The molecule is a monocarboxylic acid anion that is the conjugate base of 4,4'-diapolycopen-4-oic acid; obtained by deprotonation of the carboxy group; major species at pH 7.3. It is a conjugate base of a 4,4'-diapolycopen-4-oic acid. CC(=C/C=C/C(=C/C=C/C(=C/C=C/C=C(\\C)/C=C/C=C(\\C)/C=C/C=C(\\C)/C(=O)[O-])/C)/C)C